10-((2-(Allyloxy)-3-(tert-butyl)-5-methylphenyl)diethylsilyl)-5,8-dimethyl-5,10-dihydroindeno[1,2-b]indole C(C=C)OC1=C(C=C(C=C1C(C)(C)C)C)[Si](C1C2=CC=CC=C2C=2N(C=3C=CC(=CC3C21)C)C)(CC)CC